ClC1=NC=CC2=C1CCCC21NCOC1 1-chloro-7,8-dihydro-6H-spiro[isoquinoline-5,4'-oxazolidine]